N-((4,4-difluorocyclohexyl)(7-fluoro-5-(2-methoxy-1-(2-oxo-4-(trifluoromethyl)imidazolidin-1-yl)ethyl)benzo[d]oxazol-2-yl)methyl)-1-ethyl-1H-1,2,4-triazole-5-carboxamide FC1(CCC(CC1)C(NC(=O)C1=NC=NN1CC)C=1OC2=C(N1)C=C(C=C2F)C(COC)N2C(NC(C2)C(F)(F)F)=O)F